C1(CC1)C=1C(=NN2C1C(NC(=C2)C2=NC(=C(C=C2)C)C)=O)C(=O)O 3-Cyclopropyl-6-(5,6-dimethylpyridin-2-yl)-4-oxo-4,5-dihydropyrazolo[1,5-a]pyrazine-2-carboxylic acid